C1(=C(C(=CC=C1)C(=O)OCCCC)C(=O)OCCCC)C(=O)OCCCC tributyl 1,2,3-benzenetricarboxylate